(2R,3aR,6aS)-2-methoxy-6a-methyl-4-oxohexahydro-6H-furo[2,3-c]Pyrrole-6,6-dicarboxylic acid dimethyl ester COC(=O)C1(NC([C@H]2[C@@]1(O[C@H](C2)OC)C)=O)C(=O)OC